(6'R,8a'S)-6'-[8-Amino-1-(4-{(1R)-1-hydroxy-1-[3-(trifluoromethyl)phenyl]ethyl}phenyl)imidazo[1,5-a]pyrazin-3-yl]tetrahydro-5'H-spiro[cyclopropan-1,1'-indolizin]-3'(2'H)-on NC=1C=2N(C=CN1)C(=NC2C2=CC=C(C=C2)[C@](C)(C2=CC(=CC=C2)C(F)(F)F)O)[C@H]2CN1C(CC3([C@@H]1CC2)CC3)=O